8-bromo-1,3,4,9-tetrahydro-2H-pyrido[3,4-b]indole-2,3-dicarboxylic acid BrC=1C=CC=C2C3=C(NC12)CN(C(C3)C(=O)O)C(=O)O